C1C(CC2=CC=CC=C12)NC1=NC=C(C=N1)C=1C=C(C=C(C1)OC(C)C)NC(=O)[C@@H]1CC2=C(NN=N2)CC1 (S)-N-(3-(2-((2,3-dihydro-1H-inden-2-yl)amino)pyrimidin-5-yl)-5-isopropoxyphenyl)-4,5,6,7-tetrahydro-1H-benzo[d][1,2,3]triazole-5-carboxamide